(3-Chloropropyl)-trimethoxysilane ClCCC[Si](OC)(OC)OC